methyl ((dimethoxyphosphoryl) methyl) phosphonate P(OC)(OCP(=O)(OC)OC)=O